N2-(4-((azetidin-3-ylmethyl)(methyl)amino)phenyl)-N4-(2-(6-methylpyridin-2-yl)pyrimidin-4-yl)pyrimidine-2,4-diamine N1CC(C1)CN(C1=CC=C(C=C1)NC1=NC=CC(=N1)NC1=NC(=NC=C1)C1=NC(=CC=C1)C)C